ClC=1C=C2CCNCC2=CC1NC1=NC=C(C(=N1)C1=CC=2C(NCCCC2S1)=O)C(F)(F)F 2-(2-((6-chloro-1,2,3,4-tetrahydroisoquinolin-7-yl)amino)-5-(trifluoromethyl)pyrimidin-4-yl)-5,6,7,8-tetrahydro-4H-thieno[3,2-c]azepin-4-one